3-Nitrobenzotrifluoride [N+](=O)([O-])C=1C=C(C=CC1)C(F)(F)F